BenzylCyanide C(C1=CC=CC=C1)C#N